S-Phenyl dibutylcarbamothioate C(CCC)N(C(SC1=CC=CC=C1)=O)CCCC